methyl N-methylglycinate hydrochloride Cl.CNCC(=O)OC